methyl-(sulphopropyl)disulfide, disodium salt [Na+].[Na+].CSSCCCS(=O)(=O)[O-].CSSCCCS(=O)(=O)[O-]